C(=O)(OC(C)(C)C)NCCCN(C(CC1=CC=CC2=CC=CC=C12)=O)CCCNC(=O)OC(C)(C)C N,N-bis(3-(Boc-amino)propyl)naphthyl-ethanamide